ClC1=CC(=C(OCC2=NC=CC(=C2)OC2CCN(CC2)C(=O)OC(C)(C)C)C=C1)CO tert-Butyl 4-((2-((4-chloro-2-(hydroxymethyl)phenoxy)methyl)pyridin-4-yl)oxy)piperidine-1-carboxylate